3-(((7-(1H-pyrazol-4-yl)-2,3-dihydrofuro[3,2-c]pyridin-4-yl)amino)methyl)-N-(2-morpholinoethyl)benzamide N1N=CC(=C1)C=1C2=C(C(=NC1)NCC=1C=C(C(=O)NCCN3CCOCC3)C=CC1)CCO2